CC=1N(C=C(N1)C1=CCCN(C1)C(=O)OC(C)(C)C)C=1C=C2CCNC(C2=CC1)=O tert-butyl 5-(2-methyl-1-(1-oxo-1,2,3,4-tetrahydroisoquinolin-6-yl)-1H-imidazol-4-yl)-3,6-dihydropyridine-1(2H)-carboxylate